4-oxo-4-(3-oxo-3,4-dihydroquinoxalin-1(2H)-yl)butyronitrile O=C(CCC#N)N1CC(NC2=CC=CC=C12)=O